Rac-(cis)-4-(3-amino-6-cyclopropylpyrazolo[3,4-b]pyridine-1-carbonyl)-3-methylpiperidin-2-one NC1=NN(C2=NC(=CC=C21)C2CC2)C(=O)[C@@H]2[C@@H](C(NCC2)=O)C